N-cyclopropyl-2-[(2S,4R)-4-hydroxy-1-[2-(3-methoxyisoxazol-5-yl)-3-methyl-butanoyl]pyrrolidin-2-yl]-N-[[4-(4-methylthiazol-5-yl)phenyl]methyl]-1H-imidazole-4-carboxamide C1(CC1)N(C(=O)C=1N=C(NC1)[C@H]1N(C[C@@H](C1)O)C(C(C(C)C)C1=CC(=NO1)OC)=O)CC1=CC=C(C=C1)C1=C(N=CS1)C